(E)-6-methyl-2-(6-methylhept-2-en-4-yl)-1,3,6,2-dioxazaborocan-4,8-dione CN1CC(OB(OC(C1)=O)C(/C=C/C)CC(C)C)=O